FC(OC1=CC=C(C=N1)CN1N=CC(=C1)CN)F (1-((6-(Difluoromethoxy)pyridin-3-yl)methyl)-1H-pyrazol-4-yl)methanamine